C1(CC1)S(=O)(=O)NC=1SC=C(N1)CC(=O)NC1=CC=C(C=C1)C1=CC=C(C=C1)F 2-(2-(cyclopropanesulfonylamino)thiazol-4-yl)-N-(4'-fluoro-[1,1'-biphenyl]-4-yl)acetamide